2-(4-(ethyl-sulfonyl)piperazine-1-carbonyl)anthracene-9,10-dione C(C)S(=O)(=O)N1CCN(CC1)C(=O)C1=CC=2C(C3=CC=CC=C3C(C2C=C1)=O)=O